2-{2-[(1H-1,3-Benzodiazol-2-ylmethyl)amino]ethyl}-N-[(3-fluoropyridin-2-yl)methyl]-5-(prop-1-en-2-yl)-1,3-thiazole-4-carboxamide N1C(=NC2=C1C=CC=C2)CNCCC=2SC(=C(N2)C(=O)NCC2=NC=CC=C2F)C(=C)C